(R)-N-(1-hydroxy-1,3-dihydrobenzo[c][1,2]oxaborole-6-carbonyl)-N-(2-(1-hydroxy-1,3-dihydrobenzo[c][1,2]oxaborole-6-carboxamido)propyl)glycine OB1OCC2=C1C=C(C=C2)C(=O)N(CC(=O)O)C[C@@H](C)NC(=O)C=2C=CC1=C(B(OC1)O)C2